2-(3-chlorobenzyl)-N-(4-isopropoxybenzyl)-8-methyl-4,5-dihydro-2H-furo[2,3-g]indazole-7-carboxamide ClC=1C=C(CN2N=C3C4=C(CCC3=C2)OC(=C4C)C(=O)NCC4=CC=C(C=C4)OC(C)C)C=CC1